formamide oxalate C(C(=O)O)(=O)O.C(=O)N